S1CCC(=CC1)C1=NC(=C2N1CCN(C2)C(=O)NC)C=2C=C1C(=NN(C1=CC2)C)C=2C=NN(C2)C 3-(3,6-dihydro-2H-thiopyran-4-yl)-N-methyl-1-(1-methyl-3-(1-methyl-1H-pyrazol-4-yl)-1H-indazol-5-yl)-5,6-dihydroimidazo[1,5-a]pyrazine-7(8H)-carboxamide